C(C)(C)(C)C1=CC=C(C=C1)C=CCC(CC1=CC=CC=C1)CC1=CC=CC=C1 2-(3-(4-(tert-butyl)phenyl)allyl)-1,3-diphenylpropane